(cyclopropylmethoxy)-4-(difluoromethoxy)phenol C1(CC1)COC1=C(C=CC(=C1)OC(F)F)O